C(C1=CC=CC=C1)[C@]12N(C[C@@H]([C@@H](C1)OC(=O)C=1C(=NOC1C1CC1)C13CCC(CC1)CC3)C2)C(=O)O.C=2(C(=C(C(NO)=CC2)O)O)C2=CC=C(N)C=C2 BenzidineTriol Benzyl-(1S,4S,5R)-5-[(3-[bicyclo[2.2.2]octan-1-yl]-5-cyclopropyl-1,2-oxazol-4-yl)carbonyloxy]-2-azabicyclo[2.2.1]heptane-2-carboxylate